CN1CCO[C@H](C2=CC=CC=C2C1)C3=CC=CC=C3 The molecule is a 5-methyl-1-phenyl-3,4,5,6-tetrahydro-1H-2,5-benzoxazocine that has (S)-configuration (the racemate is a non-opioid analgesic drug). It is a conjugate base of a (S)-nefopam(1+). It is an enantiomer of a (R)-nefopam.